N-((3aR,5s,6aS)-2-(5-(3-cyano-6-(1-methyl-1H-pyrazol-4-yl)pyrazolo[1,5-a]pyridin-4-yl)pyrazin-2-yl)-5-methyloctahydrocyclopenta[c]pyrrol-5-yl)-3-methoxypicolinamide C(#N)C=1C=NN2C1C(=CC(=C2)C=2C=NN(C2)C)C=2N=CC(=NC2)N2C[C@@H]1[C@H](C2)CC(C1)(C)NC(C1=NC=CC=C1OC)=O